O=C1NC(CCC1N1C=C2C=CC(=C(C2=C1)F)CN1CCC(CC1)N1CCN(CC1)C1=NC(=CC=C1)C1=CN=C2N1N=C(C=C2)N2[C@H](CCC2)C2=CC(=CC=C2)F)=O 2-(2,6-dioxopiperidin-3-yl)-4-fluoro-5-((4-(4-(6-(6-((R)-2-(3-fluorophenyl)pyrrolidin-1-yl)imidazo[1,2-b]pyridazin-3-yl)pyridin-2-yl)piperazin-1-yl)piperidin-1-yl)methyl)isoindole